C(C1=CC=CC=C1)OC(=O)N[C@@H](CNC(=O)C1=CC=C(C(=O)OC)C=C1)C(=O)N(CCCCCCCCCCCCCC)CC(=O)OC(C)(C)C methyl (S)-4-((2-(((benzyloxy)carbonyl)amino)-3-((2-(tert-butoxy)-2-oxoethyl)(tetradecyl)amino)-3-oxopropyl)carbamoyl)benzoate